1-butyl-1-methyl-pyrrolidinium (4S)-methyl-4-(2-chloro-3,4-difluorophenyl)-6-((2R,3R,4R,5S)-4-(methoxycarbonyl)cuban-1-yl)-2-(thiazol-2-yl)-1,4-dihydropyrimidine-5-carboxylate COC(=O)C=1[C@H](N=C(NC1C12C3C4C5(C3C1C5C24)C(=O)OC)C=2SC=CN2)C2=C(C(=C(C=C2)F)F)Cl.C(CCC)[N+]2(CCCC2)C